N1-(4-(tert-butyl)phenyl)cyclohexane-1,2,2,6,6-d5-1,4-diamine C(C)(C)(C)C1=CC=C(C=C1)NC1(C(CC(CC1([2H])[2H])N)([2H])[2H])[2H]